2-(difluoromethyl)-4-(8-fluoro-3-quinolyl)-2,8-dimethyl-1,3-benzothiazine FC(C1(SC2=C(C(=N1)C=1C=NC3=C(C=CC=C3C1)F)C=CC=C2C)C)F